3-((9-(pyridin-2-yl)-9H-carbazol-2-yl)oxy)aniline N1=C(C=CC=C1)N1C2=CC=CC=C2C=2C=CC(=CC12)OC=1C=C(N)C=CC1